C(=O)O.C1(CCCCC1)C#N cyclohexane-1-carbonitrile formate